FC1(CN(CC1O)C(=O)OC(C)(C)C)F tert-butyl 3,3-difluoro-4-hydroxypyrrolidine-1-carboxylate